(2-(5-(5-fluoro-1-methyl-1H-indazol-6-yl)naphthalen-1-yl)acetyl)glycylglycine FC=1C=C2C=NN(C2=CC1C1=C2C=CC=C(C2=CC=C1)CC(=O)NCC(=O)NCC(=O)O)C